3-(hydrazinocarbonyl)-8-(4-isobutylpiperazin-1-yl)-N-(1-methylcyclopropyl)-[1,2,4]triazolo[4,3-a]pyridine-6-sulphonamide N(N)C(=O)C1=NN=C2N1C=C(C=C2N2CCN(CC2)CC(C)C)S(=O)(=O)NC2(CC2)C